3-[4-(5-methylthiophene-2-sulfonyl)phenyl]-1-(pyridin-3-ylmethyl)urea CC1=CC=C(S1)S(=O)(=O)C1=CC=C(C=C1)NC(NCC=1C=NC=CC1)=O